4-(1,3-dimethyl-1H-pyrazol-5-yl)-6-(6-(trifluoromethyl)pyridin-2-yl)-N-(2-(trifluoromethyl)pyridin-4-yl)-1,3,5-triazin-2-amine CN1N=C(C=C1C1=NC(=NC(=N1)C1=NC(=CC=C1)C(F)(F)F)NC1=CC(=NC=C1)C(F)(F)F)C